CC1OC(CN(C1)CCNC1=C2C(=NC(=C1)N)C=C(S2)C2=CC=NN2)C N7-(2-(2,6-dimethylmorpholino)ethyl)-2-(1H-pyrazol-5-yl)thieno[3,2-b]pyridine-5,7-diamine